C(C)(C)N1CC(C1)C1=CC=C(N=N1)C1=C(C=C(C=C1)C1=CC2=CN(N=C2C=C1)C)O 2-(6-(1-isopropylazetidin-3-yl)pyridazin-3-yl)-5-(2-methyl-2H-indazol-5-yl)phenol